(Z)-2-cyano-N-(5-(ethylsulfonyl)pyrimidin-2-yl)-3-hydroxy-3-(5-methylisoxazol-4-yl)acrylamide (S)-tert-butyl-2-vinylpyrrolidine-1-carboxylate C(C)(C)(C)OC(=O)N1[C@@H](CCC1)C=C.C(#N)/C(/C(=O)NC1=NC=C(C=N1)S(=O)(=O)CC)=C(\C=1C=NOC1C)/O